ClC1=C(C=C(C=C1)I)C1=CC=C(OC2COCC2)C=C1 3-(4-(2-chloro-5-iodophenyl)phenoxy)tetrahydrofuran